tert-butyl (Z)-2-(3-(2,3-difluorophenoxy)-6-(2-fluoro-2-(6-(isothiazol-5-yl)pyrazin-2-yl)vinyl)-2-(trifluoromethyl)phenyl)-2,9-diazaspiro[5.5]undecane-9-carboxylate FC1=C(OC=2C(=C(C(=CC2)\C=C(\C2=NC(=CN=C2)C2=CC=NS2)/F)N2CC3(CCC2)CCN(CC3)C(=O)OC(C)(C)C)C(F)(F)F)C=CC=C1F